1-benzyl-1,2-propanediamine C(C1=CC=CC=C1)C(C(C)N)N